C(C)(C)(C)OC(=O)N1CC(C1)NC(C1=C(C=C(C=C1NC1=C(C=C(C=C1)I)F)F)F)=O 3-(2,4-difluoro-6-((2-fluoro-4-iodophenyl)amino)benzoylamino)azetidine-1-carboxylic acid tert-butyl ester